(1R,4S)-2'-(((2R,7aS)-2-fluorotetrahydro-1H-pyrrolizin-7a(5H)-yl)methoxy)-4-methyl-4'-(1,4-oxazepan-4-yl)-3,4,5',8'-tetrahydro-2H-spiro[naphthalene-1,7'-pyrano[4,3-d]pyrimidin]-7-amine F[C@@H]1C[C@@]2(CCCN2C1)COC=1N=C(C2=C(N1)C[C@]1(OC2)CC[C@@H](C2=CC=C(C=C21)N)C)N2CCOCCC2